ClC1=C(OC2=C(C=C(C(=O)NC3=CC=CC=C3)C=C2C)C)C(=CC(=C1)[N+](=O)[O-])Cl 4-(2,6-dichloro-4-nitrophenoxy)-3,5-dimethyl-N-phenylbenzamide